OC1=C(C(N(CC1)CC1=CC=C(C=C1)OC1=NC=CC=N1)=O)C(=O)NCC(=O)O N-({4-hydroxy-2-oxo-1-[4-(2-pyrimidinyloxy)benzyl]-1,2,5,6-tetrahydro-3-pyridinyl}carbonyl)glycine